(S)-3-(1-(6-ethoxy-5-methoxypyridin-2-yl)-2-(methylsulfonyl)ethyl)-6-(o-methylphenyl)-1H-imidazo[4,5-b]pyridin-2(3H)-one C(C)OC1=C(C=CC(=N1)[C@@H](CS(=O)(=O)C)N1C(NC=2C1=NC=C(C2)C2=C(C=CC=C2)C)=O)OC